BrC=1C=CC=C2C(=NC(=NC12)OC)OC 8-bromo-2,4-dimethoxyquinazoline